ClC1=CC2=C(C=3C4=CC=CC=C4C4=C(C3C=3C=CC=CC23)C=CC=C4)C=C1 3-chloro-dibenzo[g,p]chrysene